NC=1NC(C(=C(N1)N)NC(=O)NC=1C=C(C(=NC1)C(=O)N[C@H](C(=O)O)CC1=CC=CC=C1)F)=O (2S)-2-[(5-{[(2,4-diamino-6-oxo-1,6-dihydropyrimidin-5-yl)carbamoyl]amino}-3-fluoropyridin-2-yl)formamido]-3-phenylpropanoic acid